5-thio-α-D-glucopyranose O[C@@H]1[C@H](O)[C@@H](O)[C@H](O)[C@H](S1)CO